CC1=CC=C(C(C)C)CC1 α-Terpinene